Ethyl 2-(3-(phenoxy)propoxy)acetate O(C1=CC=CC=C1)CCCOCC(=O)OCC